OCCCCCCCCCCCCCCO[C@@H]1[C@H](C(O)O[C@@H]([C@H]1O)CO)NC(C)=O 3-O-(R-hydroxytetradecyl)-N-acetylglucosamine